4-[(4S)-7,8-dichloro-6-(2,6-difluorophenyl)-4-methyl-4H-[1,2,4]triazolo[1,5-a][1,4]benzodiazepin-2-yl]-1,4-thiazinane 1,1-dioxide ClC1=C(C=CC2=C1C(=N[C@H](C=1N2N=C(N1)N1CCS(CC1)(=O)=O)C)C1=C(C=CC=C1F)F)Cl